Trans-N-(4-((4-(2-(3-(methylamino)oxetan-3-yl)pyridin-4-yl)phenyl)sulfonyl)cyclohexyl)-5-(trifluoromethyl)pyridin-2-amine CNC1(COC1)C1=NC=CC(=C1)C1=CC=C(C=C1)S(=O)(=O)[C@@H]1CC[C@H](CC1)NC1=NC=C(C=C1)C(F)(F)F